(5-(2,2-difluoroethyl)-4,5,6,7-tetrahydrothiazolo[5,4-c]pyridin-2-yl)methanone FC(CN1CC2=C(CC1)N=C(S2)C=O)F